C(C1=CC=CC=C1)OC(=O)N1CC(CC1)OC(F)(F)F benzyl-3-(trifluoromethoxy)pyrrolidine-1-carboxylate